COC1=CC=2N(C(C=CN2)=O)C=C1B1OC(C(O1)(C)C)(C)C 8-methoxy-7-(4,4,5,5-tetramethyl-1,3,2-dioxaborolan-2-yl)-4H-pyrido[1,2-a]pyrimidin-4-one